O1CCN(CC1)C1=NC(=NC(=N1)NC1=CC=CC=C1)NC1=C(C(=C(C=C1)C=CC1=CC=C(C=C1)NC1=NC(=NC(=N1)N1CCOCC1)NC1=CC=CC=C1)S(=O)(=O)[O-])S(=O)(=O)[O-] 4,4'-bis-(2-morpholino-4-anilino-s-triazin-6-yl-amino)stilbendisulfonat